N1([C@H](CCC1)C(=O)O[Si](C)(C)C(C)(C)C)C(=O)O[Si](C)(C)C(C)(C)C (2R)-Pyrrolidine-1,2-dicarboxylic acid, bis(tertbutyldimethylsilyl) ester